CC(C(=O)O)(CCCC(C(=O)O)(C)C)C 2,2,6,6-tetramethylheptanedioic acid